4-(3,5-dimethoxyphenylethynyl)-5-cyanopyrimidine COC=1C=C(C=C(C1)OC)C#CC1=NC=NC=C1C#N